C(C)(C)(C)N1N=CC(=C1)S(=O)(=O)NC=1C=CC=C2C(=CNC12)Cl 1-tert-butyl-N-(3-chloro-1H-indol-7-yl)pyrazole-4-sulfonamide